3-acetyl-8-bromo-5-chloro-1-((4-chlorophenyl)sulfonyl)-2-(methylthio)quinolin-4(1H)-one C(C)(=O)C1=C(N(C2=C(C=CC(=C2C1=O)Cl)Br)S(=O)(=O)C1=CC=C(C=C1)Cl)SC